Glutaminyl glutamate N[C@@H](CCC(=O)[O-])C(=O)OC([C@@H](N)CCC(N)=O)=O